2-(3-(2-((1,5-dimethyl-1H-pyrazol-3-yl)amino)-5-methylpyrimidin-4-yl)-1H-indol-7-yl)-6-nitroisoindolin-1-one CN1N=C(C=C1C)NC1=NC=C(C(=N1)C1=CNC2=C(C=CC=C12)N1C(C2=CC(=CC=C2C1)[N+](=O)[O-])=O)C